(6aR,7R,10aS)-4-hydroxy-7,10a-dimethyl-8-oxo-2-(pyridin-4-yl)-5,6,6a,7,8,10a-hexahydrobenzo[h]quinazoline-9-carbonitrile OC1=NC(=NC=2[C@]3([C@H](CCC12)[C@H](C(C(=C3)C#N)=O)C)C)C3=CC=NC=C3